CN(CCOC=1C=C(C(=O)OC)C=C(C1)N1C=NC=C1)C methyl 3-[2-(dimethylamino)ethoxy]-5-(imidazol-1-yl)benzoate